(Z)-3-((1H-pyrazol-4-yl)methylene)-5-(8-methyl-2,3-dihydro-1H-pyrido[2,3-b][1,4]oxazin-7-yl)indolin-2-one N1N=CC(=C1)\C=C\1/C(NC2=CC=C(C=C12)C1=C(C2=C(OCCN2)N=C1)C)=O